N1-(3-((4-(bis(4-(trifluoro-methyl)phenyl)methyl)piperazin-1-yl)methyl)-4-(trifluoromethyl)phenyl)-N1,N2,N2-trimethylethan-1,2-diamine FC(C1=CC=C(C=C1)C(N1CCN(CC1)CC=1C=C(C=CC1C(F)(F)F)N(CCN(C)C)C)C1=CC=C(C=C1)C(F)(F)F)(F)F